Trans-3-[4-bromo-2-(8-chloro-4-oxo-chromen-2-yl)-5-methoxy-phenoxy]-N-methylsulfonyl-cyclobutanecarboxamide BrC1=CC(=C(O[C@@H]2C[C@H](C2)C(=O)NS(=O)(=O)C)C=C1OC)C=1OC2=C(C=CC=C2C(C1)=O)Cl